CC1=C(C=C(C=C1)NC(=O)N1C2CCCC1C2)C2CN(C(C2)=O)C N-(4-methyl-3-(1-methyl-5-oxopyrrolidin-3-yl)phenyl)-6-azabicyclo[3.1.1]heptane-6-carboxamide